(S)-6-(1-amino-1,3-dihydrospiro[indene-2,4'-piperidine]-1'-yl)-3-(1-(3,4-dimethoxyphenyl)vinyl)-1,5-dihydro-4H-pyrazole N[C@@H]1C2=CC=CC=C2CC12CCN(CC2)C2=CC(=C(C=C2C(=C)C2=NNCC2)OC)OC